4'-[(1-{[4-(propan-2-yl)phenyl]carbamoyl}-DL-prolyl)amino][1,1'-biphenyl]-3-carboxylic acid CC(C)C1=CC=C(C=C1)NC(=O)N1[C@@H](CCC1)C(=O)NC1=CC=C(C=C1)C1=CC(=CC=C1)C(=O)O |r|